Mercapto-P-Menthan-3-One SC1(CC(C(CC1)C(C)C)=O)C